tert-butyl 2-[5-(2-amino-4-pyridyl)-4-(4-fluorophenyl)imidazol-1-yl]acetate NC1=NC=CC(=C1)C1=C(N=CN1CC(=O)OC(C)(C)C)C1=CC=C(C=C1)F